5-chloro-N-[(4-nitropyridine-2-oxy)phenylthiocarbamoyl]thiophene-2-carboxamide ClC1=CC=C(S1)C(=O)NC(N(C1=CC=CC=C1)OC1=NC=CC(=C1)[N+](=O)[O-])=S